carbostyril dimethacrylate C(C(=C)C)(=O)O.C(C(=C)C)(=O)O.N1C(=O)C=CC2=CC=CC=C12